COC(C=C(CC1=C(C=CC(=C1)C)[N+](=O)[O-])N)=O 3-amino-4-(5-methyl-2-nitrophenyl)but-2-enoic acid methyl ester